C=1SC=C2C1CCC2O 4H,6H-cyclopenta[c]thiophen-4-ol